(S)-N-(1-cyanocyclobutyl)-3-((R)-2-((R)-1-hydroxyethyl)-2-methylpyrrolidine-1-carbonyl)-8-methoxy-5-methyl-1-(thiophen-2-yl)-5,6-dihydropyrrolo[2,1-a]isoquinoline-9-carboxamide C(#N)C1(CCC1)NC(=O)C1=C(C=C2C[C@@H](N3C(C2=C1)=C(C=C3C(=O)N3[C@@](CCC3)(C)[C@@H](C)O)C=3SC=CC3)C)OC